3-propyldioxydiacetylacetylacetic acid CCCOOCC(=O)C(C(=O)O)(C(C)=O)C(C)=O